N-(4,5-Dimethoxy-2-((4-(2-(N-((1-methyl-1H-indazol-5-yl)methyl)amino)ethyl)phenyl)carbamoyl)phenyl)-4-oxo-4H-chromene-2-carboxamide COC1=CC(=C(C=C1OC)NC(=O)C=1OC2=CC=CC=C2C(C1)=O)C(NC1=CC=C(C=C1)CCNCC=1C=C2C=NN(C2=CC1)C)=O